CC1(CC2(C1)CC(C2)=O)C 2,2-dimethyl-spiro[3.3]heptan-6-one